NC1=CC=C(C=C1)[Si](OC)(OC)OC p-Amino-phenyltrimethoxysilan